2-((8-(4-(trifluoromethyl)phenyl)-1,6-naphthyridin-5-yl)amino)ethan-1-ol FC(C1=CC=C(C=C1)C=1C=NC(=C2C=CC=NC12)NCCO)(F)F